(4-(2-chlorophenyl)-3,4-dihydroquinoxalin-1(2H)-yl)(4-methylpiperazine) ClC1=C(C=CC=C1)N1CCN(C2=CC=CC=C12)N1CCN(CC1)C